C(C)OC(CCCCCCCCC/C=C/C=C)OCC (3E)-14,14-diethoxy-1,3-tetradecadiene